6-(5-isopropoxy-1H-indazol-3-yl)-4-morpholino-2-(trifluoromethyl)pyridazin C(C)(C)OC=1C=C2C(=NNC2=CC1)C1=CC(=CN(N1)C(F)(F)F)N1CCOCC1